3,4-dimethyl-2,5-dicarbonyl-2,5-dihydro-1H-pyrrole-1-carboxylic acid CC=1C(N(C(C1C)=C=O)C(=O)O)=C=O